N1=C(C=CC2=C1N1[C@H](CNS2(=O)=O)CCCC1)C#N (S)-7,7a,8,9,10,11-hexahydro-6H-dipyrido[2,1-d:2',3'-f][1,2,5]thiadiazepine-2-carbonitrile 5,5-dioxide